BrCC=C(CCCC(CCCC(CCCC(C)C)C)C)C 1-bromo-3,7,11,15-tetramethyl-2-hexadecene